C1NC[C@H]2[C@@H]1CC(C2)CS(=O)(=O)N2[C@H]1CC(C[C@@H]2CC1)NC(=O)C1=NOC(=C1)C1COC1 N-((1R,3R,5S)-8-((((3aR,5r,6aS)-Octahydrocyclopenta[c]pyrrol-5-yl)methyl)sulfonyl)-8-azabicyclo[3.2.1]octan-3-yl)-5-(oxetan-3-yl)isoxazole-3-carboxamide